N-(4-cyano-3-fluorobenzyl)-1-methyl-8-((1-(N-methylsulfamoyl)cyclopropyl)methoxy)-2-oxo-1,2-dihydropyrido[2,3-d]pyridazine-3-carboxamide C(#N)C1=C(C=C(CNC(=O)C2=CC=3C(=C(N=NC3)OCC3(CC3)S(NC)(=O)=O)N(C2=O)C)C=C1)F